COC1=C(/C=C/C(=O)N)C=C(C=C1)OC trans-2,5-dimethoxycinnamamide